CC(CCCCCCCCCCCCCO)C 14-methyl-pentadecane-1-ol